[Na].OC1=C(C(NC=2N1N=CC2)=O)C 7-hydroxy-6-methyl-4H-pyrazolo[1,5-a]pyrimidin-5-one, sodium salt